4-(Benzyloxy)-N-[2-(3-cyclohexylpropoxy)phenyl]-2-cyclopropylaniline C(C1=CC=CC=C1)OC1=CC(=C(NC2=C(C=CC=C2)OCCCC2CCCCC2)C=C1)C1CC1